ClC=1C(=NC=CC1C1=C(C(=CC=C1)NC1=NC=CC(=C1F)CNC[C@H](C)O)Cl)C1=CC(=C(CNC[C@@H]2CCC(N2)=O)C(=C1)OC)F (S)-5-(((4-(3-chloro-4-(2-chloro-3-((3-fluoro-4-((((S)-2-hydroxypropyl)amino)methyl)pyridin-2-yl)amino)phenyl)pyridin-2-yl)-2-fluoro-6-methoxybenzyl)amino)methyl)pyrrolidin-2-one